1,4-bis(benzoxazolyl-2-yl)naphthalene C1=CC=C2C(=C1)C(=CC=C2C3=NC4=CC=CC=C4O3)C5=NC6=CC=CC=C6O5